2-(3-(((1R,2S,3S,5S)-2-fluoro-1,5-dimethyl-8-azabicyclo[3.2.1]octan-3-yl)oxy)-1,2,4-triazin-6-yl)-5-(1H-imidazol-1-yl)phenol F[C@H]1[C@]2(CC[C@@](C[C@@H]1OC=1N=NC(=CN1)C1=C(C=C(C=C1)N1C=NC=C1)O)(N2)C)C